N1(CCC1)C1=NC(=CC2=C1N=C(N=C2)S(=O)(=O)C)C2=C(C(=CC(=C2F)OC)OC)F 8-(azetidin-1-yl)-6-(2,6-difluoro-3,5-dimethoxyphenyl)-2-(methylsulfonyl)pyrido[3,4-d]pyrimidine